CN1N=C(C(=C1)NC(=O)C=1N=C(OC1)C1=CC=NC=C1)C(=O)OC Methyl 1-methyl-4-[[2-(4-pyridyl)oxazole-4-carbonyl]amino]pyrazole-3-carboxylate